NCCCNC1=NC2=CC=CC=C2C2=C1SC1=C(C2=O)C=CC=C1OC 6-(3-aminopropylamino)-8-methoxy-12H-benzothiopyrano[2,3-c]quinolin-12-one